butan-2-yl 2,2-dimethylpropionate CC(C(=O)OC(C)CC)(C)C